CC(C(C)N(CCCCCCN)C(C)C(C)(C)C)(C)C N,N-bis(3,3-dimethyl-2-butyl)-1,6-hexanediamine